6-bromo-1-[(1-ethylpyrrolidin-2-yl)methyl]-4-oxo-1,8-naphthyridine-3-carboxylic acid ethyl ester C(C)OC(=O)C1=CN(C2=NC=C(C=C2C1=O)Br)CC1N(CCC1)CC